(3-bromo-2-fluorophenyl)hydrazine BrC=1C(=C(C=CC1)NN)F